7-[(5-chloropyrimidine-2-yl)oxy]-1H-indole ClC=1C=NC(=NC1)OC=1C=CC=C2C=CNC12